4-(4-(trifluoromethyl)pyrimidin-2-yl)piperazin FC(C1=NC(=NC=C1)N1CCNCC1)(F)F